S(=O)(=O)(O)C1C(=O)N(C(C1)=O)OC(CCCC1=CC=C(C=C1)N1C(C=CC1=O)=O)=O 4-(p-maleimidophenyl)butanoic acid sulfosuccinimidyl ester